4-Methylbenzhydrylamine CC1=CC=C(C(C2=CC=CC=C2)N)C=C1